1-[2-chloro-4-(4-chlorophenoxy)phenyl]ethanone Ethyl-(E)-2-((2'-(diphenylphosphino)-4-phenoxy-[1,1'-biphenyl]-2-yl)methyl)-3-phenylacrylate C(C)OC(\C(=C\C1=CC=CC=C1)\CC1=C(C=CC(=C1)OC1=CC=CC=C1)C1=C(C=CC=C1)P(C1=CC=CC=C1)C1=CC=CC=C1)=O.ClC1=C(C=CC(=C1)OC1=CC=C(C=C1)Cl)C(C)=O